ClC1=NC(=C(C=C1C#N)Cl)NC1=CC2=C(N(C(N2CCC(C)(C)O)=O)CC2COC2)C=C1 2,5-Dichloro-6-[[3-(3-hydroxy-3-methyl-butyl)-1-(oxetan-3-ylmethyl)-2-oxo-benzimidazol-5-yl]amino]pyridine-3-carbonitrile